FC1=CC=C(C=C1)CC(=O)NC1=CC=C(COC(=O)N2[C@@H](CCCC2)C(=O)O)C=C1 (S)-1-(((4-(2-(4-fluorophenyl)acetamido)benzyl)oxy)carbonyl)piperidine-2-carboxylic acid